1-(8-(3-methyl-1,2,4-oxadiazol-5-yl)-8-azabicyclo[3.2.1]oct-3-yl)-N-((1-methylcyclobutyl)methyl)piperidine-4-carboxamide CC1=NOC(=N1)N1C2CC(CC1CC2)N2CCC(CC2)C(=O)NCC2(CCC2)C